CC(C)(C)C=1C(=C(C=C(C1)C)C1(CCC2C3CCC(C12)C3)C3=C(C(=CC(=C3)C)C3(CCC1C2CCC(C31)C2)C2=C(C(=CC(=C2)C)C(C)(C)C)O)O)O 2,6-bis[[3-(1,1-dimethylethyl)-2-hydroxy-5-methylphenyl]octahydro-4,7-methano-1H-indenyl]-4-methyl-phenol